1-((3-((1R,5S,6R)-3-(3-chloro-2,6-difluorophenyl)-3-azabicyclo[3.1.0]hex-6-yl)-1,2,4-oxadiazol-5-yl)methyl)-7-methyl-1,7-dihydro-6H-purin-6-one ClC=1C(=C(C(=CC1)F)N1C[C@H]2C([C@H]2C1)C1=NOC(=N1)CN1C=NC=2N=CN(C2C1=O)C)F